amyl furandicarboxylate O1C(=C(C=C1)C(=O)[O-])C(=O)OCCCCC